C1(=CC=C(C=C1)CC1=NOC(=N1)CCC1=CN(C2=CC=CC=C12)C)C1=CC=CC=C1 (S)-1-(3-([1,1'-biphenyl]-4-ylmethyl)-1,2,4-oxadiazol-5-yl)-2-(1-methyl-1H-indol-3-yl)ethane